C(C)(C)(C)C1=CC=C(C=C)C=C1 para-tert.-butylstyrene